(4S,5S)-4-methyl-5-((trityl)methyl)oxazolidin-2-one C[C@@H]1NC(O[C@H]1CC(C1=CC=CC=C1)(C1=CC=CC=C1)C1=CC=CC=C1)=O